N-(4-chloroquinolin-8-yl)-4-(thiazol-5-yl)benzamide ClC1=CC=NC2=C(C=CC=C12)NC(C1=CC=C(C=C1)C1=CN=CS1)=O